methyl 6-((2-(methylsulfonyl)ethyl)amino)-2-(pyrrolidin-1-yl)pyrimidine-4-carboxylate CS(=O)(=O)CCNC1=CC(=NC(=N1)N1CCCC1)C(=O)OC